cyanamide-d tert-Butyl-4-{[({1-[(tert-butoxy)carbonyl]piperidin-4-yl}methyl)(3-{[2-(4-methoxyphenyl)-quinolin-4-yl]amino}propyl)amino]methyl}piperidine-1-carboxylate C(C)(C)(C)OC(=O)N1CCC(CC1)CN(CCCNC1=CC(=NC2=CC=CC=C12)C1=CC=C(C=C1)OC)CC1CCN(CC1)C(=O)OC(C)(C)C.N#CN[2H]